S(S)C(=O)O disulfaneyl-carboxylic acid